5-methyl-7-(4-methylpiperazin-1-yl)-3-[[3-[rac-(3R,5R)-5-(4-chlorophenyl)tetrahydro-furan-3-yl]-1,2,4-oxadiazol-5-yl]methyl]imidazo[5,1-f][1,2,4]triazin-4-one CC=1N=C(N2N=CN(C(C21)=O)CC2=NC(=NO2)[C@@H]2CO[C@H](C2)C2=CC=C(C=C2)Cl)N2CCN(CC2)C |r|